methyl 3-(3-((2-(3-((4-bromo-6-fluoro-1H-indol-5-yl)oxy)phenyl)-1H-imidazol-5-yl)(hydroxy)methyl)phenyl)propanoate BrC1=C2C=CNC2=CC(=C1OC=1C=C(C=CC1)C=1NC(=CN1)C(C=1C=C(C=CC1)CCC(=O)OC)O)F